FC1=CC(=C(OC=2C=NC=NC2)C=C1)N1C(=NC=C1)C(C)C 5-(4-fluoro-2-(2-isopropyl-1H-imidazol-1-yl)phenoxy)pyrimidin